C1(CC1)C=1C=NC=2CCN(CC2C1)C=1C(=C(C=2N(N1)C(=NN2)C(F)(F)F)C)C 3-cyclopropyl-6-(7,8-dimethyl-3-(trifluoromethyl)-[1,2,4]triazolo[4,3-b]pyridazin-6-yl)-5,6,7,8-tetrahydro-1,6-naphthyridine